FC(C)(F)C1=NC(=CC(=N1)N1CC2(C=3C=NC(=CC31)NC(C)=O)CC2)NCC2(CC2)F N-(1'-(2-(1,1-difluoroethyl)-6-(((1-fluorocyclopropyl)methyl)amino)pyrimidin-4-yl)-1',2'-dihydrospiro[cyclopropane-1,3'-pyrrolo[3,2-c]pyridin]-6'-yl)acetamide